FC1=CC=C(C=C1)C1=NN=C(O1)NC=1NC2=C(C=NC=C2C)N1 5-(4-Fluorophenyl)-N-(7-methyl-1H-imidazo[4,5-c]pyridin-2-yl)-1,3,4-oxadiazol-2-amine